3,6-dimethylcyclohexane-1,2-dicarboxylic acid dimethyl ester COC(=O)C1C(C(CCC1C)C)C(=O)OC